tert-butyl ((3-chloro-2,4-difluorophenyl)sulfonyl)(thiazol-4-yl)carbamate ClC=1C(=C(C=CC1F)S(=O)(=O)N(C(OC(C)(C)C)=O)C=1N=CSC1)F